C1(=CC=CC2=CC=CC=C12)C1=C(N)C=CC=C1 2-(naphthalene-1-yl)aniline